ClC=1C2=C(N=CN1)N(C=C2)[C@@H]2O[C@@H]([C@@]1([C@H]2OC(O1)(C)C)C)C(=O)C1=CC=C(C=C1)Cl ((3aS,4S,6R,6aR)-6-(4-chloro-7H-pyrrolo[2,3-d]pyrimidin-7-yl)-2,2,3a-trimethyltetrahydrofuro[3,4-d][1,3]dioxol-4-yl)(4-chlorophenyl)methanone